N-(4-amino-1H-pyrazolo[4,3-c]pyridin-7-yl)-N'-benzyl-N'-[(5-chloro-2-pyridyl)methyl]oxamide NC1=NC=C(C2=C1C=NN2)NC(=O)C(=O)N(CC2=NC=C(C=C2)Cl)CC2=CC=CC=C2